CC=1C=C(C=CC1[N+](=O)[O-])C1=NC2=C(N1)C=CC=C2 2-(3-methyl-4-nitrophenyl)-1H-benzo[d]imidazole